(E)-2-((4-chlorobenzylidene)amino)acetic acid methyl ester COC(C/N=C/C1=CC=C(C=C1)Cl)=O